FC1=C(C(=CC=C1)C)N1CCC(CC1)N1C(N(C=2C(C1)=NN(C2)C)CC=2C=NC=CC2C(F)(F)F)=O 6-[1-(2-Fluoro-6-methyl-phenyl)-piperidin-4-yl]-2-methyl-4-(4-trifluoromethyl-pyridin-3-ylmethyl)-2,4,6,7-tetrahydro-pyrazolo[4,3-d]pyrimidin-5-on